ClC1=C(CNC(=O)[C@]2(C=3C=CC=NC3C(CC2)=O)F)C=CC(=C1)C(F)(F)F (S)-N-(2-chloro-4-(trifluoromethyl)benzyl)-5-fluoro-8-oxo-5,6,7,8-tetra-hydroquinoline-5-carboxamide